N-[bicyclo[1.1.1]pentan-1-yl]-7-chloro-N-methyl-1H-indole-2-carboxamide C12(CC(C1)C2)N(C(=O)C=2NC1=C(C=CC=C1C2)Cl)C